(1S,3aR,6aS)-N-((R)-1-cyano-2-((R)-2-oxopiperidin-3-yl)ethyl)-4,4-difluoro-2-(9-hydroxy-9H-fluorene-9-carbonyl)octahydrocyclopenta[c]pyrrole-1-carboxamide C(#N)[C@@H](C[C@@H]1C(NCCC1)=O)NC(=O)[C@H]1N(C[C@H]2[C@@H]1CCC2(F)F)C(=O)C2(C1=CC=CC=C1C=1C=CC=CC21)O